O=C1N(N=C2N1CCCC2)[C@H](C)C=2C=NC(=CC2)C(F)(F)F |r| (5S)-3-Oxo-2-{(1RS)-1-[6-(trifluoromethyl)pyridin-3-yl]ethyl}-2,3,5,6,7,8-hexahydro[1,2,4]triazolo[4,3-a]pyridin